Cl.C(C)(=O)NCC1CCN(CC1)CC1=CC(=NC(=C1)C1=CC(=CC(=C1)Cl)Cl)OC=1C=CC(=NC1)N1CC[N+](CC1)(C)C 4-(5-((4-((4-(acetamidomethyl)piperidin-1-yl)methyl)-6-(3,5-dichlorophenyl)pyridin-2-yl)oxy)pyridin-2-yl)-1,1-dimethylpiperazin-1-ium, hydrochloride